C(C)(C)(C)OC(=O)N1[C@H]([C@]2(COCC(N2)=O)CCC1)CC=1C(=C(C=CC1)C1=C(C=CC=C1)OCCO)F |o1:8,9| tert-butyl-rel-(6S,7S)-7-{[2-fluoro-2'-(2-hydroxyethoxy)-[1,1'-biphenyl]-3-yl]methyl}-2-oxo-4-oxa-1,8-diazaspiro[5.5]undecane-8-carboxylate